C(#N)N1CC(CC1)C(=O)NC=1SC(=CN1)C=1C=NC=CC1 1-cyano-N-(5-(pyridin-3-yl)thiazol-2-yl)pyrrolidine-3-carboxamide